(S)-N2-[1-(4-fluorophenyl)ethyl]-N4-(pyrazin-2-yl)-6-(1H-pyrrol-3-yl)pyrimidine-2,4-diamine FC1=CC=C(C=C1)[C@H](C)NC1=NC(=CC(=N1)NC1=NC=CN=C1)C1=CNC=C1